4-(2-(((R)-((S)-7-(1-methyl-1H-pyrazol-4-yl)-2,3-dihydro-1H-pyrido[2,3-b][1,4]oxazin-3-yl)(phenyl)methyl)amino)ethyl)phenol CN1N=CC(=C1)C1=CC2=C(O[C@@H](CN2)[C@@H](C2=CC=CC=C2)NCCC2=CC=C(C=C2)O)N=C1